sodium 1-isobutyl xanthate O(C(=S)[S-])CC(C)C.[Na+]